CCCCCCCCC(CCCCCCCC)OC(CCCCCCCN(CCCCCCCCCCCCCC)CCO)=O Heptadecan-9-yl-8-((2-hydroxy ethyl)(tetradecyl)amino)octanoate